The molecule is a member of the class of azobenzenes that is azobenzene in which one of the phenyl groups is substituted at the para position by an anilino group, while the other is substituted at a meta position by a sulfo group. The monosodium salt is the biological stain 'metanil yellow'. It is an arenesulfonic acid, a member of azobenzenes, a secondary amino compound and an aromatic amine. It is a conjugate acid of a 3-[(4-anilinophenyl)diazenyl]benzene-1-sulfonate. C1=CC=C(C=C1)NC2=CC=C(C=C2)N=NC3=CC(=CC=C3)S(=O)(=O)O